CN(C=1C2=C(C(N(N1)CC(=O)O)=O)SC1=C2C=CC=C1)C 2-(1-(dimethylamino)-4-oxo-benzo[4,5]thieno[2,3-d]pyridazin-3(4H)-yl)acetic acid